(3R)-3-(2-(8-methyl-3,8-diazabicyclo[3.2.1]octane-3-carbonyl)-6-(4,4,5,5-tetramethyl-1,3,2-dioxaborolan-2-yl)-1,2,3,4-tetrahydroisoquinolin-8-yl)morpholine CN1C2CN(CC1CC2)C(=O)N2CC1=C(C=C(C=C1CC2)B2OC(C(O2)(C)C)(C)C)[C@H]2NCCOC2